NC=1C=NC=C(C1C#N)F 3-amino-5-fluoropyridine-4-carbonitrile